NC=1C=CC(=NC1)C=1C(=NC=CC1)C(=O)N (5-aminopyridin-2-yl)picolinamide